CC(C)=NNC(N)=S 2-(propan-2-ylidene)hydrazine-1-carbothioamide